ethyl 4-fluoropiperidine-4-carboxylate FC1(CCNCC1)C(=O)OCC